tert-butyl (2S,4R)-2-((6-bromo-3-chloropyridin-2-yl) carbamoyl)-4-fluoropyrrolidine-1-carboxylate BrC1=CC=C(C(=N1)NC(=O)[C@H]1N(C[C@@H](C1)F)C(=O)OC(C)(C)C)Cl